ClC=1C=C(C2=C(C(=CO2)COC2=C(C=CC(=C2)OC)CC(=O)OCC)C1)NCC1CC1 ethyl 2-(2-((5-chloro-7-((cyclopropylmethyl)amino)benzofuran-3-yl)methoxy)-4-methoxyphenyl)acetate